NC=1C2=C(N=CN1)N(C=C2C2=CC=C(CNC1=C(C(=O)NC3=CC=C(C=C3)F)C=C(C=N1)C(F)(F)F)C=C2)CC(C)(C)O 2-(4-(4-amino-7-(2-hydroxy-2-methylpropyl)-7H-pyrrolo[2,3-d]pyrimidin-5-yl)benzylamino)-N-(4-fluorophenyl)-5-(trifluoromethyl)nicotinamide